rac-tert-butyl (3aR,6aS)-5-hydroxyhexahydrocyclopenta[c]pyrrole-2(1H)-carboxylate OC1C[C@@H]2[C@@H](CN(C2)C(=O)OC(C)(C)C)C1